1-methyl-3-(3-methyl-4-{4-[(trifluoromethyl)sulfanyl]phenoxy}phenyl)-1,3,5-triazinane-2,4,6-trione CN1C(N(C(NC1=O)=O)C1=CC(=C(C=C1)OC1=CC=C(C=C1)SC(F)(F)F)C)=O